FC=1N=C(SC1CN1C[C@]2(C[C@@H]1C)CC=1C(=NC=CC1O2)OC)NC(C)=O N-(4-Fluoro-5-(((2R,5'S)-4-methoxy-5'-methyl-3H-spiro[furo[3,2-c]pyridine-2,3'-pyrrolidin]-1'-yl)methyl)thiazol-2-yl)acetamide